C(C(=O)[O-])C(CC(=O)[O-])(C(=O)O)O.[NH4+].[NH4+] The molecule is a citrate salt in which two of the three carboxy groups are deprotonated and associated with ammonium ions as counter-cations. It has a role as a buffer. It is an ammonium salt and a citrate salt.